5-(1-(2,2-difluoroethyl)-4-fluoro-1H-benzo[d]imidazol-6-yl)-N-((3S,4R)-3-fluoro-1-(oxetan-3-yl)piperidin-4-yl)-4-methoxypyrrolo[2,1-f][1,2,4]triazin-2-amine FC(CN1C=NC2=C1C=C(C=C2F)C=2C=CN1N=C(N=C(C12)OC)N[C@H]1[C@H](CN(CC1)C1COC1)F)F